2-(2,4-difluoro-6-methoxyphenyl)acetonitrile FC1=C(C(=CC(=C1)F)OC)CC#N